(2,2,2-trifluoroethyl)methylamine FC(CNC)(F)F